neryl ethanoate C(C)(=O)OC\C=C(\C)/CCC=C(C)C